N1-(2-(dimethylamino)ethyl)-5-methoxy-N1-methyl-N4-(6-((2-(1-methyl-1H-pyrazol-3-yl)phenyl)amino)pyrimidin-4-yl)benzene-1,2,4-triamine CN(CCN(C=1C(=CC(=C(C1)OC)NC1=NC=NC(=C1)NC1=C(C=CC=C1)C1=NN(C=C1)C)N)C)C